CC1(COC2=C(N=C(C=C21)C(=C)C)SC)C(=O)N 3-methyl-7-(methylthio)-5-(prop-1-en-2-yl)-2,3-dihydrofuro[2,3-c]pyridine-3-carboxamide